N(=[N+]=[N-])C(CC(C)C)C1CCC(O1)=O 5-(1-azido-3-methyl-butyl)tetrahydrofuran-2-one